FC(C)(F)C=1C=C(C=CC1)NC(=O)C1=CSC=2CN(CCC21)CC=2C=NC=NC2 N-(3-(1,1-Difluoroethyl)Phenyl)-6-(Pyrimidin-5-Ylmethyl)-4,5,6,7-Tetrahydrothieno[2,3-c]Pyridin-3-Carboxamid